1-(5-tert-butyl-isoxazol-3-yl)-3-{4-[5-(2-ethoxy)-benzoimidazol-1-yl]-phenyl}-urea C(C)(C)(C)C1=CC(=NO1)NC(=O)NC1=CC=C(C=C1)N1C=NC2=C1C=CC(=C2)OCC